NC1=CC=C(C=N1)B(O)O (6-amino-3-pyridyl)boronic acid